BrC1=CC=CC=2C(C3=CC=CC(=C3C12)Br)(C)C 4,5-dibromo-9,9-dimethyl-9H-fluorene